C(C)(C)(C)OC(=O)N(C1(C(=NN(C1=O)CC(=O)O)C1=CC=C(C=C1)S(=O)(=O)C)C)O (4-{[(tert-butoxy)carbonyl](hydroxy)amino}-3-(4-methanesulfonylphenyl)-4-methyl-5-oxo-4,5-dihydro-1H-pyrazol-1-yl)acetic acid